N[C@H](C(=O)O)CC1=C2C=NC=NC2=CC=C1 (S)-2-amino-3-(quinazolin-5-yl)propanoic acid